N[C@H]1CCN(CCC1)C1=NC(=NC2=C(C(=C(C=C12)Cl)C1=CC=C(C2=C1N=C(S2)N)F)F)OC[C@]21CCCN1C[C@@H](C2)F 4-(4-((R)-4-aminoazepan-1-yl)-6-chloro-8-fluoro-2-(((2R,7aS)-2-fluorotetra-hydro-1H-pyrrolizin-7a(5H)-yl)methoxy)quinazolin-7-yl)-7-fluorobenzo[d]thiazol-2-amine